FC=1C=C(C=CC1C1CCOCC1)NC(OC(C)(C)C)=O tert-butyl N-[3-fluoro-4-(tetrahydropyran-4-yl)phenyl]carbamate